CN(CC(=O)O)C1=NC2=CC=C(C=C2C(=C1)C1=CC=CC=C1)CCC 2-[methyl(4-phenyl-6-propylquinolin-2-yl)amino]acetic acid